perylenic acid anhydride C1(=CC=C2C=CC=C3C4=CC=CC5=CC=CC(C1=C23)=C45)C(=O)OC(=O)C4=CC=C5C=CC=C2C3=CC=CC1=CC=CC(C4=C52)=C31